CC=1C=CC(=NC1C)C=O 5,6-DIMETHYLPYRIDINE-2-CARBALDEHYDE